1,3-diaminopropane-3-ol NCCC(O)N